C1(CC1)C=1C=C(C(=O)O)C=CC1OC1COCC1 3-cyclopropyl-4-(tetrahydrofuran-3-yloxy)benzoic acid